OC[C@@H]1CC([C@H](CO1)NC(OC(C)(C)C)=O)OC tert-butyl ((3S,6S)-6-(hydroxymethyl)-4-methoxytetrahydro-2H-pyran-3-yl)carbamate